N(=C=O)CC1C(CCCC1)(C)N=C=O isocyanatomethyl-1-methylcyclohexyl isocyanate